(trans)-3-(3-chlorophenyl)cyclobutan-1-amine ClC=1C=C(C=CC1)[C@@H]1C[C@H](C1)N